FC=1C=C2C(=CNC2=CC1F)NC(C(=O)NCCC1=C(C=CC=C1)C(F)(F)F)=O N1-(5,6-difluoro-1H-indol-3-yl)-N2-(2-(trifluoromethyl)phenethyl)oxalamide